tert-butyl (3R)-3-aminobutyrate N[C@@H](CC(=O)OC(C)(C)C)C